S-(2-aminoethyl)cysteine NCCSC[C@H](N)C(=O)O